2-amino-8-bromo-9-((2R,3S,4R,5R)-4-fluoro-3-hydroxy-5-(hydroxymethyl)tetrahydrofuran-2-yl)-1,9-dihydro-6H-purin-6-one NC=1NC(C=2N=C(N(C2N1)[C@@H]1O[C@@H]([C@@H]([C@H]1O)F)CO)Br)=O